(S)-3-(1-cyclopentyl-5-(2-(trifluoromethyl)phenyl)-1H-pyrazole-3-carboxamido)-5-(3,5-dimethyl-1H-pyrazol-1-yl)pentanoic acid tert-butyl ester C(C)(C)(C)OC(C[C@H](CCN1N=C(C=C1C)C)NC(=O)C1=NN(C(=C1)C1=C(C=CC=C1)C(F)(F)F)C1CCCC1)=O